3-nitrobenzenesulfonic acid (R)-Oxiran-2-ylmethyl ester O1[C@H](C1)COS(=O)(=O)C1=CC(=CC=C1)[N+](=O)[O-]